2-cyclohexyl-1,3-dimethoxy-5-styryl-benzene C1(CCCCC1)C1=C(C=C(C=C1OC)C=CC1=CC=CC=C1)OC